N-(3,4-dihydroxyphenylethyl)pent-4-ynylamide OC=1C=C(C=CC1O)CC[N-]CCCC#C